2-Chloro-4-methoxy-5-pyrimidinecarboxaldehyde ClC1=NC=C(C(=N1)OC)C=O